(2-Acetylphenyl)-4-(3-chloropropoxy)benzamide C(C)(=O)C1=C(C=CC=C1)C1=C(C(=O)N)C=CC(=C1)OCCCCl